2-(3,3-difluoro-4-(6-oxo-1,6-dihydropyridin-3-yl)pyrrolidin-1-yl)-N-(5-fluoropyridin-2-yl)propanamide FC1(CN(CC1C1=CNC(C=C1)=O)C(C(=O)NC1=NC=C(C=C1)F)C)F